C1(CCCC1)N1C(C(=CC2=CN=C(C=C12)NC1=CC=C2CCNCC2=C1)C#N)=O 1-cyclopentyl-2-oxo-7-((1,2,3,4-tetrahydroisoquinolin-7-yl)amino)-1,2-dihydro-1,6-naphthyridine-3-carbonitrile